ClC1=C(C=CC(=C1F)F)C1N=C(NC(=C1C(=O)OCC)[C@@H]1CC[C@H](CC1)N1N=CC=C1C(=O)OCC)C=1SC=CN1 (trans)-Ethyl 4-(2-chloro-3,4-difluorophenyl)-6-(4-(5-(ethoxycarbonyl)-1H-pyrazol-1-yl)cyclohexyl)-2-(thiazol-2-yl)-1,4-dihydropyrimidine-5-carboxylate